3-mercapto-benzothiazole SN1CSC2=C1C=CC=C2